1-(4-methylphenyl)piperidine CC1=CC=C(C=C1)N1CCCCC1